7-Chloro-2'-methyl-6'-(1-(2-(methylsulfonyl)ethyl)-1H-pyrazol-4-yl)spiro[isochroman-1,4'-piperidine] ClC1=CC=C2CCOC3(CC(NC(C3)C=3C=NN(C3)CCS(=O)(=O)C)C)C2=C1